FC1=C(C=C(C=C1)N1C(C=CC1=O)=O)C 1-(4-fluoro-3-methylphenyl)-1H-pyrrole-2,5-dione